C1(CCCC(CCC=CC)O1)=O 8-decen-5-olide